ClC=1C2=C(N=C(N1)C1=CC=CC=C1)CN=CC2 4-chloro-2-phenyl-5,8-dihydropyrido[3,4-d]pyrimidin